(R)-N-(1-(3-amino-5-(trifluoromethyl)phenyl)ethyl)-7-methoxy-6-(2-(methoxy-d3)ethoxy)-2-methylpyrido[2,3-d]pyrimidin-4-amine NC=1C=C(C=C(C1)C(F)(F)F)[C@@H](C)NC=1C2=C(N=C(N1)C)N=C(C(=C2)OCCOC([2H])([2H])[2H])OC